5-({9-chloro-7-methoxy-1H,2H,3H-cyclopenta[b]quinolin-6-yl}oxy)pentan-1-ol ClC1=C2C(=NC=3C=C(C(=CC13)OC)OCCCCCO)CCC2